(1r,4r)-4-((5-([1,2,4]triazolo[1,5-a]pyridin-7-yl)-4-methoxypyrrolo[2,1-f][1,2,4]triazin-2-yl)amino)-1-methylcyclohexan-1-ol N=1C=NN2C1C=C(C=C2)C=2C=CN1N=C(N=C(C12)OC)NC1CCC(CC1)(O)C